1-(4-methoxybenzyl)-4-nitro-3-(oxetan-3-yloxy)-1H-pyrazole COC1=CC=C(CN2N=C(C(=C2)[N+](=O)[O-])OC2COC2)C=C1